4-(4-(3-(3-Fluorophenyl)propionyl)-3,4-dihydro-2H-pyrido[4,3-b][1,4]oxazin-8-yl)benzeneNitrile FC=1C=C(C=CC1)CCC(=O)N1C2=C(OCC1)C(=CN=C2)C2=CC=C(C=C2)C#N